8-(4-Chloro-2-fluorophenyl)-6-(4,4-difluoro-3-(1-methyl-1H-pyrazol-4-yl)piperidin-1-yl)-2,3-dimethylpyrimido[5,4-d]pyrimidin-4(3H)-one ClC1=CC(=C(C=C1)C1=NC(=NC2=C1N=C(N(C2=O)C)C)N2CC(C(CC2)(F)F)C=2C=NN(C2)C)F